(cyclopropylmethoxy)pyrazolo[1,5-a][1,3,5]triazin-4-amine C1(CC1)COC1=NC=2N(C(=N1)N)N=CC2